CC1CC(CC=C1)C 1,3-Dimethyl-1,3-dihydro-2H-benzol